C(C)(=O)O[Si](OC(C)(C)C)(OC(C)(C)C)OC(C)=O Diacetyloxydi-tert-butyloxysilan